FC(C(F)(F)F)N(C)C tetrafluoroethyl-N,N-dimethyl-amine